(S)-3-((3-chloroquinolin-5-yl)amino)pyrrolidine-1-carboxylic acid tert-butyl ester C(C)(C)(C)OC(=O)N1C[C@H](CC1)NC1=C2C=C(C=NC2=CC=C1)Cl